4-[(1-methylpiperidin-4-yl)oxy]pyridin-2-amine CN1CCC(CC1)OC1=CC(=NC=C1)N